NC1=C(SC2=NC(=CC=C21)C)C(=O)N[C@H]2CCC=1C=C(N=CC1C2)N2CCNCC2 3-amino-6-methyl-N-[(7S)-3-(piperazin-1-yl)-5,6,7,8-tetrahydroisoquinolin-7-yl]thieno[2,3-b]pyridine-2-carboxamide